5-[4-[4-[[tert-butyl(dimethyl)silyl]oxymethyl]phenoxy]-1-piperidyl]pyridin-2-amine [Si](C)(C)(C(C)(C)C)OCC1=CC=C(OC2CCN(CC2)C=2C=CC(=NC2)N)C=C1